C(C=C)(=O)N1C[C@@H](N(CC1)C=1C2=C(N(C(N1)=O)C1=C3C=CC=NC3=CC=C1C)N=C(C(=C2)F)C2=C(C=CC=C2O)F)C ((S)-4-propenoyl-2-methylpiperazin-1-yl)-6-fluoro-7-(2-fluoro-6-hydroxyphenyl)-1-(6-methylquinolin-5-yl)pyrido[2,3-d]pyrimidin-2(1H)-one